ClC1=NNC2=CC=C(C(=C12)CC(=O)N1[C@H](C2=CC=CC(=C2C[C@@H]1CO)C=1C=NNC1)C)Cl 2-(3,5-Dichloro-1H-indazol-4-yl)-1-[(1S,3R)-3-(hydroxymethyl)-1-methyl-5-(1H-pyrazol-4-yl)-3,4-dihydro-1H-isochinolin-2-yl]ethanon